N[C@@](C(=O)O)(CCCCC=C)C (R)-2-Amino-2-methyloct-7-enoic acid